(S)-3-Methanesulfonyl-pyrrolidine-1-carboxylic acid [4-methoxy-7-(tetrahydro-pyran-4-yl)-thiazolo[4,5-c]pyridin-2-yl]-amide COC1=NC=C(C2=C1N=C(S2)NC(=O)N2C[C@H](CC2)S(=O)(=O)C)C2CCOCC2